4-(4-((2,2-difluoroethyl)(6-fluoro-1-methyl-1H-[1,2,3]triazolo[4,5-c]isoquinolin-5-yl)amino)pyridin-2-yl)-2,2-dimethylbut-3-ynenitrile FC(CN(C1=CC(=NC=C1)C#CC(C#N)(C)C)C1=NC2=C(C=3C=CC=C(C13)F)N(N=N2)C)F